C12NC3CC(CC(C1)C3)(C2)C(=O)N 2-azaadamantane-5-carboxamide